Cl.N[C@H](C(=O)O)CCNC(=O)OC1=C(C=C(C2=CC=CC=C12)NS(=O)(=O)C1=CC=C(C=C1)OC)C1=C(C=CC2=CC=CC=C12)O (2s)-2-amino-4-((((2-hydroxy-4'-((4-methoxyphenyl)sulfonamido)-[1,2'-binaphthalen]-1'-yl)oxy)carbonyl)amino)butanoic acid hydrochloride